BrC=1C=C(C(=NC1F)N)C#C[Si](C)(C)C 5-bromo-6-fluoro-3-[2-(trimethylsilyl)ethynyl]pyridin-2-amine